6-(1'-methyl-4-hydroxy-3-methylbutylamino)-3-glucopyranosylpurine CC(CC(CO)C)NC1=C2N=CN=C2N(C=N1)C1[C@H](O)[C@@H](O)[C@H](O)[C@H](O1)CO